(3r,5s)-5-(5-(trifluoromethyl)benzo[d]thiazol-2-yl)pyrrolidin-3-ol hydrochloride Cl.FC(C=1C=CC2=C(N=C(S2)[C@@H]2C[C@H](CN2)O)C1)(F)F